CON(C(CCCCCC=C)=O)C N-methoxy-N-methyloct-7-enamide